NC1=NC=2C=CC(=CC2C2=C1[C@H](OC2)C)C(=O)N(CC2=NC=C(C=C2)C(F)(F)F)C2[C@H]1COC[C@@H]21 (3R)-4-amino-3-methyl-N-((1R,5s,6R)-3-oxabicyclo[3.1.0]hexane-6-yl)-N-((5-(trifluoromethyl)-2-pyridinyl)methyl)-1,3-dihydrofuro[3,4-c]quinoline-8-carboxamide